ClC=1C(N(C(C1Cl)O)CC1=CC=C(C=C1)OC)=O 3,4-dichloro-5-hydroxy-1-(4-methoxybenzyl)-1H-pyrrol-2(5H)-one